tert-butyl (2S)-2-(7-chloro-6-(1-(dimethylamino) ethyl)-1,1-dioxido-3,4-dihydro-2H-benzo[b][1,4,5]oxathiazepin-2-yl)-3-(6-fluoro-2,3-dimethylphenyl)butanoate ClC=1C=CC2=C(OCCN(S2(=O)=O)[C@H](C(=O)OC(C)(C)C)C(C)C2=C(C(=CC=C2F)C)C)C1C(C)N(C)C